FC=1C=C(C=NC1)C1=CC(=NC(=C1)C([2H])([2H])[2H])C=1OC(=NN1)C1=NC=C(C=C1)F 2-(5-Fluoro-6'-(methyl-d3)-[3,4'-bipyridyl]-2'-yl)-5-(5-fluoropyridin-2-yl)-1,3,4-oxadiazole